FC1=CC=C(C=C1)C=1C(=NN2C1N=C(NC2=O)SCC#C)C2COCC2 8-(4-fluorophenyl)-7-(oxolan-3-yl)-2-(prop-2-yn-1-ylsulfanyl)-3H-pyrazolo[1,5-a][1,3,5]triazin-4-one